O=C(C(=O)OCCOCCOC(C(C1=CC=CC=C1)=O)=O)C1=CC=CC=C1 oxo-phenyl-acetic acid 2-[2-(2-oxo-2-phenyl-acetoxy)-ethoxy]-ethyl ester